FC=1C=C2CCCOC2=C(C1)C#N 6-fluorochromane-8-carbonitrile